O[C@@H]1C[C@H](N(C1)C)C(=O)N1CCC(CC1)C=1C=C2C(=C(NC2=CC1)C=1C=C(C(N(C1)C)=O)C)C(C)C 5-(5-(1-((2s,4r)-4-hydroxy-1-methylpyrrolidine-2-carbonyl)piperidin-4-yl)-3-isopropyl-1H-indol-2-yl)-1,3-dimethylpyridin-2(1H)-one